O1CCC(CC1)N1N=CC=2C=NC(=CC21)N (tetrahydro-2H-pyran-4-yl)-1H-pyrazolo[4,3-c]pyridin-6-amine